8-(Cyclopropylsulfonyl)-2-((S)-1-(5-(((S)-1,1-dimethyl-2,3-dihydro-1H-inden-2-yl)amino)pyridin-2-yl)-2,2,2-trifluoroethyl)-2,8-diazaspiro[4.5]decan-1-one C1(CC1)S(=O)(=O)N1CCC2(CCN(C2=O)[C@H](C(F)(F)F)C2=NC=C(C=C2)N[C@@H]2C(C3=CC=CC=C3C2)(C)C)CC1